tert-butyl (6-(chlorosulfonyl)-5-fluoro-2-methylpyridin-3-yl)carbamate ClS(=O)(=O)C1=C(C=C(C(=N1)C)NC(OC(C)(C)C)=O)F